C(C)(C)(C)OC(=O)N1C(CCCC1)C 2-methylpiperidine-1-carboxylic acid tert-butyl ester